C=CN1C=CN=N1 1-vinyltriazole